FC1(CN(C1)C(C(=C)F)=O)COC(=O)N1CCC(CC1)NC1=CC(=NC=2N1N=CC2C(C)C)C=2CCOCC2 4-((5-(3,6-dihydro-2H-pyran-4-yl)-3-isopropylpyrazolo[1,5-a]pyrimidin-7-yl)amino)piperidine-1-carboxylic acid (3-fluoro-1-(2-fluoroacryloyl)azetidin-3-yl)methyl ester